CN1C2C(CC13CC3)CCC2 1-methylhexahydro-1H-spiro[cyclopenta[b]pyrrol-2,1'-cyclopropane]